4-((2-(acryloyloxy)ethyl)dimethylammonio)butane-1-sulfonate C(C=C)(=O)OCC[N+](CCCCS(=O)(=O)[O-])(C)C